2-chloro-N-(2-(((2,4-difluorobenzyl)oxy)methyl)-5-methylphenyl)acetamide ClCC(=O)NC1=C(C=CC(=C1)C)COCC1=C(C=C(C=C1)F)F